[Cl-].CC=1C=C(C=C(C1)C)CCOP (3,5-dimethylphenyl)ethoxyphosphine chloride